C(C)OC(=O)N1CC2(C1)C[C@@H](CC2)N2CCN(CC2)C=2C(=NC=CC2)OC (6R)-6-(4-(2-methoxypyridin-3-yl)piperazin-1-yl)-2-azaspiro[3.4]octane-2-carboxylic acid ethyl ester